3-tert-butyl-N-[(1s,4s)-4-{[6-chloro-2-(trifluoromethyl)quinolin-4-yl]amino}cyclohexyl]-1H-pyrazole-5-carboxamide C(C)(C)(C)C1=NNC(=C1)C(=O)NC1CCC(CC1)NC1=CC(=NC2=CC=C(C=C12)Cl)C(F)(F)F